CC=1N=C(SC1C1=CC=C(C=C1)OCC(F)(F)F)NC(=O)C1N2C=CC=C2C(CC1)=O N-[4-methyl-5-[4-(2,2,2-trifluoroethoxy)phenyl]thiazol-2-yl]-8-oxo-6,7-dihydro-5H-indolizine-5-carboxamide